2-[acetyl(2-fluorobenzyl)amino]-7-[(dimethylamino)methyl]-6-hydroxy-N-methyl-1-benzothiophene-3-carboxamide C(C)(=O)N(C=1SC2=C(C1C(=O)NC)C=CC(=C2CN(C)C)O)CC2=C(C=CC=C2)F